C1(CC1)OC1=C(C=C2C(=NC=NC2=C1)C=1C(=NN(C1)C)C1=CC=CC=C1)O[C@H]1[C@@H](CNCC1)F 7-cyclopropoxy-6-{[(3R,4R)-3-fluoropiperidin-4-yl]oxy}-4-(1-methyl-3-phenyl-1H-pyrazol-4-yl)quinazoline